(S)-1-(3-((4-((2-fluoro-4-((1-(6-methylpyridin-3-yl)-1H-pyrazol-3-yl)oxy)phenyl)amino)-7-methoxyquinazolin-6-yl)amino)piperidin-1-yl)prop-2-en-1-one FC1=C(C=CC(=C1)OC1=NN(C=C1)C=1C=NC(=CC1)C)NC1=NC=NC2=CC(=C(C=C12)N[C@@H]1CN(CCC1)C(C=C)=O)OC